COC(=O)C=1C=CC2=C(N(C(=N2)CCl)CCOC)C1 2-(Chloromethyl)-1-(2-methoxyethyl)-1H-benzoimidazole-6-carboxylic acid methyl ester